C(C)(C)C1=C(NC2=CC=C(C=C12)CC1CN(C1)CC#N)C=1C=C(C=2N(C1)N=CN2)OC 2-(3-((3-Isopropyl-2-(8-methoxy-[1,2,4]triazolo[1,5-a]pyridin-6-yl)-1H-indol-5-yl)methyl)azetidin-1-yl)acetonitril